C(C1=CC=CC=C1)S(=O)(=O)O.C(C1=CC=CC=C1)NC([C@H](C)N1C(C(CC1=O)N(C)C)=O)=O (2S)-N-benzyl-2-(3-(dimethyl-amino)-2,5-dioxopyrrolidin-1-yl)propanamide toluenesulfonate